(4,7-dihydroxynaphthyl)-dimethylsulfonium OC1=CC=C(C2=CC(=CC=C12)O)[S+](C)C